FC1=C(N)C=CC(=C1OC)OC 2-Fluoro-3,4-dimethoxy-aniline